2-(6,6-dimethyl-4,5,6,7-tetrahydro-1H-benzo[d]imidazol-2-yl)-N-hydroxyisoindoline-4-carboxamide CC1(CCC2=C(NC(=N2)N2CC=3C=CC=C(C3C2)C(=O)NO)C1)C